(5,23-difluoro-8,13-dioxa-19,21,24-triazatetracyclo[18.3.1.114,18.02,7]pentacosa-1(23),2,4,6,14,16,18(25),20(24),21-nonaen-16-yl)methyl-imino-methyl-oxo-λ6-sulfane FC1=CC=C2C3=C(C=NC(NC=4C=C(C=C(OCCCCOC2=C1)C4)CS(=O)(C)=N)=N3)F